BrC1=C(C=NN(C1=O)CC1=CC=C(C=C1)OC)O[C@H](COC1C(N(CC1)C1CCN(CC1)C1=NC=C(C#N)C=C1)=O)COC 6-(4-(3-((S)-2-((5-bromo-1-(4-methoxybenzyl)-6-oxo-1,6-dihydropyridazin-4-yl)oxy)-3-methoxypropoxy)-2-oxopyrrolidin-1-yl)piperidin-1-yl)nicotinonitrile